1-bromo-3-(3-methoxypropyl)imidazo[1,5-a]pyrazin-8-amine BrC=1N=C(N2C1C(=NC=C2)N)CCCOC